(S)-N3-methyl-1-(1-phenylethyl)-N5-((tetrahydro-2H-pyran-4-yl)methyl)-1H-pyrazole-3,5-dicarboxamide CNC(=O)C1=NN(C(=C1)C(=O)NCC1CCOCC1)[C@@H](C)C1=CC=CC=C1